FC=1C=C(C=CC1F)[C@H]1[C@@H](CN(C1)CCOC)NC(=O)NC1=C(C(=NN1C1=CC=CC=C1)OC[C@@H](COC)O)C 1-((3s,4R)-4-(3,4-difluorophenyl)-1-(2-methoxyethyl)pyrrolidin-3-yl)-3-(3-((R)-2-hydroxy-3-methoxypropoxy)-4-methyl-1-phenyl-1H-pyrazol-5-yl)urea